(S)-5-(2-ethyl-2',4'-difluoro-[1,1'-biphenyl]-4-yl)-6-methyl-3,6-dihydro-2H-1,3,4-oxadiazin-2-one C(C)C1=C(C=CC(=C1)C1=NNC(O[C@H]1C)=O)C1=C(C=C(C=C1)F)F